6-(3-cyano-1H-indole-5-yl)pyridazine-3-carboxylic acid methyl ester COC(=O)C=1N=NC(=CC1)C=1C=C2C(=CNC2=CC1)C#N